(S)-3-((S)-sec-butyl)-4-((4-fluorophenyl)sulfonyl)-1,3,4,5-tetrahydro-2H-benzo[e][1,4]diazepin-2-one [C@H](C)(CC)[C@@H]1N(CC2=C(NC1=O)C=CC=C2)S(=O)(=O)C2=CC=C(C=C2)F